ClC1=CC=C(C=NNC(=O)[C@@H]2CC3=C(NC4=CC=CC=C34)[C@H](N2)C)C=C1 (1R,3S)-N'-(4-chlorobenzylidene)-1-methyl-2,3,4,9-tetrahydropyrido[3,4-b]indole-3-formhydrazide